(R)-3-(5-(2-((S)-7-methyl-5,6,7,8-tetrahydro-1,8-naphthyridin-2-yl)ethoxy)-1H-indazol-1-yl)-3-(2-methylpyrimidin-5-yl)propanoic acid C[C@H]1CCC=2C=CC(=NC2N1)CCOC=1C=C2C=NN(C2=CC1)[C@H](CC(=O)O)C=1C=NC(=NC1)C